N1C2[C@H](C(CC1)N1C(N(C3=NC(=NC=C3C1)SC)C)=O)CCC2 3-[(4aR)-2,3,4,4a,5,6,7,7a-octahydro-1H-cyclopenta[b]pyridin-4-yl]-1-methyl-7-methylsulfanyl-4H-pyrimido[4,5-d]pyrimidin-2-one